tert-butyl 3-((2-hydroxy ethyl)amino)azetidine-1-carboxylate OCCNC1CN(C1)C(=O)OC(C)(C)C